P1(=CCCC1)=O phospholene 1-oxide